Benzyl (R)-(3-(4-(4-((1-(3-((tert-butoxycarbonyl)amino)-5-(trifluoromethyl)phenyl)ethyl)amino)-2,7-dimethylquinazolin-6-yl)-2-oxopyridin-1(2H)-yl)propyl)(methyl)carboxylate C(C)(C)(C)OC(=O)NC=1C=C(C=C(C1)C(F)(F)F)[C@@H](C)NC1=NC(=NC2=CC(=C(C=C12)C1=CC(N(C=C1)CCCCC(=O)OCC1=CC=CC=C1)=O)C)C